NC1=NC2=CC(=CC=C2C=C1F)C[C@@H]1C(C[C@]2([C@@H]1O[C@H](C2O)N2C=CC1=C2N=CN=C1N)O)(F)F (2R,3aS,6S,6aR)-6-[(2-amino-3-fluoroquinolin-7-yl)methyl]-2-(4-amino-7H-pyrrolo[2,3-d]pyrimidin-7-yl)-5,5-difluorohexahydro-3aH-cyclopenta[b]furan-3,3a-diol